CC1=C(C(=C(C1([Hf]C1(C=CC2=CC=3CC(CC3C=C12)(C)C)CCCCCCCC)C)C)C)C Pentamethylcyclopentadienyl-(1-n-octyl-6,6-dimethyl-1,5,6,7-tetrahydro-s-indacenyl)hafnium